tert-butyl ((4-(3-(6-((2S,6R)-2,6-dimethylmorpholino)pyridin-2-yl)cyclobutyl)pyridin-2-yl)methyl)carbamate C[C@@H]1O[C@@H](CN(C1)C1=CC=CC(=N1)C1CC(C1)C1=CC(=NC=C1)CNC(OC(C)(C)C)=O)C